Cl.BrC1=CC=C(C=C1)C1=CC=C(N1C1=C(C=C(C=C1)Cl)C(F)(F)F)C=1C=C(C(=O)NCCN(C)C)C=CC1 3-[5-(4-bromophenyl)-1-[4-chloro-2-(trifluoromethyl)phenyl]pyrrol-2-yl]-N-[2-(dimethylamino)ethyl]benzamide hydrochloride